CS(=O)(=O)C1=C(C=CC=C1)C(CC)O (2-(methylsulfonyl)phenyl)propan-1-ol